(2S,3S,4R,5R)-5-(6-(benzylamino)-2-(5-cyanopyridin-3-yl)-9H-purin-9-yl)-3,4-dihydroxyl-N-(methyl-d3)-tetrahydrofuran-2-formamide C(C1=CC=CC=C1)NC1=C2N=CN(C2=NC(=N1)C=1C=NC=C(C1)C#N)[C@H]1[C@@H]([C@@H]([C@H](O1)C(=O)NC([2H])([2H])[2H])O)O